1-isopropyl-3-methyl-N-[(1-methylpyrazol-4-yl)methyl]-5-(2-propoxy-3-pyridyl)pyrazolo[4,3-b]pyridin-7-amine C(C)(C)N1N=C(C2=NC(=CC(=C21)NCC=2C=NN(C2)C)C=2C(=NC=CC2)OCCC)C